(S)-2-((4-((3-fluorobenzyl)oxy)benzyl)amino)propanamide methanesulfonate CS(=O)(=O)O.FC=1C=C(COC2=CC=C(CN[C@H](C(=O)N)C)C=C2)C=CC1